(2S,3R,4R,5R)-3-allyl-4-(benzyloxy)-5-((benzyloxy)methyl)-2-methoxytetrahydrofuran-3-ol C(C=C)[C@@]1([C@H](O[C@@H]([C@H]1OCC1=CC=CC=C1)COCC1=CC=CC=C1)OC)O